BrC=1C(=NC(=NC1)C1=NOC(=C1)C(=O)OC(C)(C)C)C tert-butyl 3-(5-bromo-4-methylpyrimidin-2-yl)isoxazole-5-carboxylate